tert-butyl 4-[[1-(2,6-dioxo-3-piperidyl)-3-methyl-2-oxo-benzimidazol-5-yl]amino]benzoate O=C1NC(CCC1N1C(N(C2=C1C=CC(=C2)NC2=CC=C(C(=O)OC(C)(C)C)C=C2)C)=O)=O